(S)-1-(6-(4-(2-(dimethylamino)ethoxy)phenyl)-2-(pyridin-3-yl)pyrimidin-4-yl)pyrrolidin-3-ol CN(CCOC1=CC=C(C=C1)C1=CC(=NC(=N1)C=1C=NC=CC1)N1C[C@H](CC1)O)C